1-Propyl-3-butylpyridinium triflat [O-]S(=O)(=O)C(F)(F)F.C(CC)[N+]1=CC(=CC=C1)CCCC